C1CC(=O)N[C@H]1C(=O)O D-(+)-pyroglutamic acid